1,4,5,8,9,11-hexacyanohexaazatriphenylene C(#N)C1=NN=C(C=2C3=C(N=NC(=C3C3=C(N=C(N=C3C12)C#N)C#N)C#N)C#N)C#N